NC1=NC=CC(=C1)C1=C(N=CN1CC(=O)N1CCNCC1)C1=CC=C(C=C1)F 2-[5-(2-Aminopyridin-4-yl)-4-(4-fluorophenyl)-1H-imidazol-1-yl]-1-(piperazin-1-yl)ethan-1-one